ClC1=CC=2C3=C(C(=NC2C(=C1C1=CC=CC2=CC=CC(=C12)Cl)F)N1CC(C1)N(C)C)N=CN3[C@@H]3C[C@H](N(CC3)C(=O)OC(C)(C)C)CC#N tert-butyl (2S,4S)-4-(8-chloro-7-(8-chloronaphthalen-1-yl)-4-(3-(dimethylamino)azetidin-1-yl)-6-fluoro-1H-imidazo[4,5-c]quinolin-1-yl)-2-(cyanomethyl)piperidine-1-carboxylate